CC=1N=NN(C1C(=O)OCC)C=1C=NC(=CC1)C ethyl 4-methyl-1-(6-methylpyridin-3-yl)-1H-1,2,3-triazole-5-carboxylate